4-(4-(3-aminoazepan-1-yl)-6-chloro-8-fluoro-2-(((2R,7aS)-2-fluorotetra-hydro-1H-pyrrolizin-7a(5H)-yl)methoxy)quinazolin-7-yl)-7-fluorobenzo[d]thiazol-2-amine NC1CN(CCCC1)C1=NC(=NC2=C(C(=C(C=C12)Cl)C1=CC=C(C2=C1N=C(S2)N)F)F)OC[C@]21CCCN1C[C@@H](C2)F